4-(benzoyloxy)-6-oxo-8-(1-(tetrahydro-2H-pyran-2-yl)-1H-pyrazol-4-yl)-4,6-dihydro-1H-thieno[3',2':4,5]pyrano[3,2-c]pyridine-2(3H)-carboxylic acid benzyl ester C(C1=CC=CC=C1)OC(=O)N1CC2=C(C(C1)OC(C1=CC=CC=C1)=O)OC(C1=C2C=C(S1)C=1C=NN(C1)C1OCCCC1)=O